C(C)(=O)OC1=CC2=CC=C(C(=C2C(=C1)O)F)F 5,6-difluoro-4-hydroxynaphthalen-2-yl acetate